OCC1CCN2C(O1)=CC(=N2)C(=O)O 5-(hydroxymethyl)-6,7-dihydro-5H-pyrazolo[5,1-b][1,3]oxazine-2-carboxylic acid